Cl.Cl.CC=1N=C2N(C=C(C=C2)N)C1 2-methylimidazo[1,2-a]pyridin-6-amine dihydrochloride